C(C)OC(=O)[C@@H]1C[C@@H](C(CC1)=O)C |r| racemic-cis-ethyl-3-methyl-4-oxocyclohexane-1-carboxylate